(S)-8-(difluoromethoxy)-5',6-bis(trifluoromethyl)-2',3'-dihydro-3H-spiro[imidazo[1,2-a]pyridine-2,1'-indene] FC(OC=1C=2N(C=C(C1)C(F)(F)F)C[C@@]1(CCC3=CC(=CC=C13)C(F)(F)F)N2)F